tert-butyl (R)-4-(4-((4-([1,2,4]triazolo[1,5-a]pyridin-7-yloxy)-3-chloro-2-fluorophenyl)amino)pyrido[3,2-d]pyrimidin-6-yl)-2-methylpiperazine-1-carboxylate N=1C=NN2C1C=C(C=C2)OC2=C(C(=C(C=C2)NC=2C1=C(N=CN2)C=CC(=N1)N1C[C@H](N(CC1)C(=O)OC(C)(C)C)C)F)Cl